C(C=C)(=O)NCC[C@@H](C(=O)N1CCN(CC1)S(=O)(=O)C1=CC=CC2=C(C=CC=C12)N(C)C)NC(OCC1=CC=CC=C1)=O (S)-benzyl (4-acrylamido-1-(4-((5-(dimethylamino)naphthalen-1-yl)sulfonyl)piperazin-1-yl)-1-oxobutan-2-yl)carbamate